dodecaethyleneglycol monomethyl ether COCCOCCOCCOCCOCCOCCOCCOCCOCCOCCOCCOCCO